3,6-Dichloro-4-ethenyl-5-methylpyridazine ClC=1N=NC(=C(C1C=C)C)Cl